C1C=CN2C1C(NC1=C(C2=O)C=CC=C1)=O 1H-pyrrolo[2,1-c][1,4]benzodiazepine-5,11(10H,11aH)-dione